N-((R)-1-(L-arginyl)pyrrolidin-3-yl)-4-((3-(2,3-difluoro-4-methoxyphenyl)imidazo[1,2-a]pyrazin-8-yl)amino)-2-ethylbenzamide bis(2,2,2-trifluoroacetate) FC(C(=O)O)(F)F.FC(C(=O)O)(F)F.N[C@@H](CCCNC(N)=N)C(=O)N1C[C@@H](CC1)NC(C1=C(C=C(C=C1)NC=1C=2N(C=CN1)C(=CN2)C2=C(C(=C(C=C2)OC)F)F)CC)=O